C(C1=CC=CC=C1)N(CC[Si](C)(C)C)COC N-benzyl-N-(methoxymethyl)-2-(trimethylsilyl)ethan-1-amine